CS(=O)(=O)C1(COC1)C1=CC=C(OC[C@H](C)N2CCC3(CC2)C(NC2=CC=C(C=C23)C#N)=O)C=C1 |o1:14| (S) or (R)-1'-{1-[4-(3-methanesulfonyloxetan-3-yl)phenoxy]propan-2-yl}-2-oxo-1,2-dihydrospiro[indole-3,4'-piperidine]-5-carbonitrile